BrC=1C=C(OC=2C=CC(=C(N)C2)F)C=CC1[N+](=O)[O-] 5-(3-bromo-4-nitrophenoxy)-2-fluoroaniline